tert-butyl (R)-(cyclobutylmethyl)(1-(5-(hydroxymethyl)pyridin-2-yl)piperidin-3-yl)carbamate C1(CCC1)CN(C(OC(C)(C)C)=O)[C@H]1CN(CCC1)C1=NC=C(C=C1)CO